N-methyl-N'-phenylurea CNC(=O)NC1=CC=CC=C1